2-Fluoro-4-methyl-5-[(2,2,2-trifluoroethyl)-sulfanyl]anilin FC1=C(N)C=C(C(=C1)C)SCC(F)(F)F